methyl 3-(9-((4-(aminomethyl)-2-chlorophenyl)carbamoyl)-4,5-dihydrobenzo[b]thieno[2,3-d]oxepin-8-yl)-6-(propylcarbamoyl)picolinate NCC1=CC(=C(C=C1)NC(=O)C1=CC2=C(OCCC3=C2SC=C3)C=C1C=1C(=NC(=CC1)C(NCCC)=O)C(=O)OC)Cl